3-((4,4-bis(octyloxy)butanoyl)oxy)-2-((((3-(diethylamino) propoxy)carbonyl)oxy)methyl)propyl (9E,12E)-octadeca-9,12-dienoate C(CCCCCCC\C=C\C\C=C\CCCCC)(=O)OCC(COC(CCC(OCCCCCCCC)OCCCCCCCC)=O)COC(=O)OCCCN(CC)CC